C(C1=CC=CC=C1)OC1=C(C(=C(C(=C1F)F)F)F)S(=O)(=O)N(CC1=CC=C(C=C1)OC)CC1=CC=C(C=C1)OC (benzyloxy)-3,4,5,6-tetrafluoro-N,N-bis(4-methoxybenzyl)benzenesulfonamide